COC1=C(C=C(C(=C1)[N+](=O)[O-])OC)CCNCC1=C(C=CC=C1)OC 2-(2,5-dimethoxy-4-nitrophenyl)-N-[(2-methoxyphenyl)methyl]ethylamine